(S)-1-(2-((t-butoxycarbonyl)amino)propyl)-2-methyl-1H-pyrrole-3-carboxylic acid C(C)(C)(C)OC(=O)N[C@H](CN1C(=C(C=C1)C(=O)O)C)C